FC(C=1C=C(C#N)C=C(C1)O)F 3-(difluoromethyl)-5-hydroxybenzonitrile